ClC=1C(=NC=C(C1)Cl)O 3,5-dichloro-2-pyridinol